Cl.C1(=CC=CC=C1)NCCC[Si](OC)(OC)OC N-phenyl-3-aminopropyl-trimethoxysilane, hydrochloride salt